(3-([1,1'-Biphenyl]-2-ylethynyl)-1H-indazol-5-yl)(2,7-diazaspiro[3.5]nonan-2-yl)methanone C1(=C(C=CC=C1)C#CC1=NNC2=CC=C(C=C12)C(=O)N1CC2(C1)CCNCC2)C2=CC=CC=C2